dihydro-1,2,4-oxadiazol-5-one O1NCNC1=O